((3,6,9,12-tetraoxatetradeca-1,14-diyl)bis(oxy))bis(4-(4-methylthiazol-5-yl)-2,1-phenylene)bis(methylene)bis(1-((S)-2-acetamido-3,3-dimethylbutyryl)-4-hydroxypyrrolidine-2-carboxamide) C(COCCOCCOCCOCCOC1=C(C=CC(=C1)C1=C(N=CS1)C)CC1(N(CC(C1)O)C([C@H](C(C)(C)C)NC(C)=O)=O)C(=O)N)OC1=C(C=CC(=C1)C1=C(N=CS1)C)CC1(N(CC(C1)O)C([C@H](C(C)(C)C)NC(C)=O)=O)C(=O)N